C(C)C=1C=CC=C2C=CC=C(C12)N1CC=2N=C(N=C(C2CC1)N1C[C@@H](N(CC1)C(C(=C)F)=O)CC#N)OC[C@H]1N(CCC1)C 2-[(2S)-4-[7-(8-ethyl-1-naphthyl)-2-[[(2S)-1-methylpyrrolidin-2-yl]methoxy]-6,8-dihydro-5H-pyrido[3,4-d]pyrimidin-4-yl]-1-(2-fluoroprop-2-enoyl)piperazin-2-yl]acetonitrile